C1(=CC=CC=C1)N(C(C1=CC=CC=C1)=S)C1=CC=CC=C1 N,N-diphenyl-thiobenzamide